S(=O)(=O)(O)C1=CC=C(C)C=C1.FC([C@H]1NCC1)(F)F (S)-2-(trifluoromethyl)azetidine tosylate